CN([C@H]1CN(CC1)C=1N=C2N(C(C1)=O)C=C(C=C2)C2=CC(=C(C=C2)OC)F)C 2-[(3R)-3-(dimethylamino)pyrrolidin-1-yl]-7-(3-fluoro-4-methoxyphenyl)-4H-pyrido[1,2-a]pyrimidin-4-one